C(C=C)OC1=C(C=C(C(=C1)C)Cl)[C@H](N[S@@](=O)C(C)(C)C)C1CCNCC1 (S)-N-((R)-(2-(allyloxy)-5-chloro-4-methylphenyl)(piperidin-4-yl)methyl)-2-methylpropane-2-sulfinamide